(2S,5R)-2-(N-(4-fluorobenzoyl) carbamimidoyl)-7-oxo-1,6-diazabicyclo[3.2.1]octan-6-yl hydrogen sulfate S(=O)(=O)(ON1[C@@H]2CC[C@H](N(C1=O)C2)C(NC(C2=CC=C(C=C2)F)=O)=N)O